N1N=CC=C1C=O pyrazole-5-carbaldehyde